3-cyclopropyl-4-{[3-(4,5-dihydro-1,3-oxazol-2-yl)phenyl]amino}-5-fluoro-N-[imidazolidin-2-ylidene]benzamide C1(CC1)C=1C=C(C(=O)N=C2NCCN2)C=C(C1NC1=CC(=CC=C1)C=1OCCN1)F